3-oxopropane-1-sulfonic acid O=CCCS(=O)(=O)O